ClC1=C(C=NN1CC=1C(N(C=CC1)C)=O)C=1N(N=CC1)C 3-((5'-chloro-2-methyl-1'H,2H-[3,4'-bipyrazol]-1'-yl)methyl)-1-methylpyridin-2(1H)-one